2-CYANO-3-HYDROXYBENZALDEHYDE C(#N)C1=C(C=O)C=CC=C1O